1-Tert-butyl 4-[4-[3-[(4-methoxyphenyl) methyl]-2,4-dioxo-hexahydropyrimidin-1-yl]-8-isoquinolyl]-1,4-diazepane-1-carboxylate COC1=CC=C(C=C1)CN1C(N(CCC1=O)C1=CN=CC2=C(C=CC=C12)N1CCN(CCC1)C(=O)OC(C)(C)C)=O